NC=1C(=NC=CC1)NC=1C=CC(=NC1)OC1=CC(=C(C#N)C=C1)OC(F)(F)F 4-[[5-[(3-amino-2-pyridyl)amino]-2-pyridyl]oxy]-2-(trifluoromethoxy)benzonitrile